[Si](C)(C)(C(C)(C)C)OCC1=C(C=CC=C1)C=1C(=CC(=C(C1)NS(=O)(=O)C=1C=C(C=C(C1OC)Cl)CC(=O)OC)F)F methyl 2-[3-[[5-[2-[[tert-butyl(dimethyl)silyl]oxymethyl]phenyl]-2,4-difluoro-phenyl]sulfamoyl]-5-chloro-4-methoxy-phenyl]acetate